(S)-N-((S)-1-(1-(2,3-dichlorophenyl)-2,5-dimethyl-6-oxo-1,6-dihydropyrimidin-4-yl)-4'H,6'H-spiro[piperidine-4,5'-pyrrolo[1,2-b]pyrazol]-4'-yl)-2-methylpropane-2-sulfinamide ClC1=C(C=CC=C1Cl)N1C(=NC(=C(C1=O)C)N1CCC2([C@@H](C=3N(N=CC3)C2)N[S@@](=O)C(C)(C)C)CC1)C